C(CCCCCCCCCCCCC)OC1=CC=C(O1)C(=O)OCC(=O)N1CCN(CC1)C1CCCCC1 2-(4-cyclohexylpiperazin-1-yl)-2-oxoethyl 5-(tetradecyloxy)furan-2-carboxylate